bis(fluoro)trimethyl-sulfimide FC(S(=NC)C)F